m-hydroxybenzoyl chloride OC=1C=C(C(=O)Cl)C=CC1